C(C)(C)O[Nb](OC(C)C)OC(C)C triisopropoxyniobium